ClCC(=O)N(CCC(=O)N)NC([C@H](CC(C)C)NC)=O 3-[(2-Chloroacetyl)-[[(2S)-4-methyl-2-(methylamino)pentanoyl]amino]amino]propanamide